ClC1=CC(=C(C=N1)N)OC 6-chloro-4-methoxypyridin-3-amine